benzyl (β-phenoxyethyl) ether O(C1=CC=CC=C1)CCOCC1=CC=CC=C1